(S)-9-(6-bromo-4-methylpyridin-2-yl)-4-(1-(6-(4-fluoro-1H-pyrazol-1-yl)pyridin-3-yl)ethyl)-1,4,9-triazaspiro[5.5]undecane-2,5-dione BrC1=CC(=CC(=N1)N1CCC2(C(N(CC(N2)=O)[C@@H](C)C=2C=NC(=CC2)N2N=CC(=C2)F)=O)CC1)C